FC(C1=NN=C(O1)C=1C=CC(=NC1)CN(C(=O)N1CCS(CC1)(=NS(=O)(=O)C)=O)C1=CC=CC=C1)F N-((5-(5-(difluoromethyl)-1,3,4-oxadiazol-2-yl)pyridin-2-yl)methyl)-1-((methylsulfonyl)imino)-N-phenylthiomorpholin-4-carboxamide 1-oxide